NC1=C(C=C2C(=N1)C(C=1C(=CC=CC1O2)Cl)=O)OC=2C=NC(=NC2)N2CCC(CC2)C=O 1-(5-((2-amino-9-chloro-10-oxo-10H-chromeno[3,2-b]pyridin-3-yl)oxy)pyrimidin-2-yl)piperidine-4-carbaldehyde